ClC1=CC=NC2=CC(=CC=C12)C1=C(C=C(C(=O)N2[C@@H]3CN([C@H](C2)C3)C(=O)OC(C)(C)C)C=C1)F (1S,4S)-tert-butyl 5-(4-(4-chloroquinolin-7-yl)-3-fluorobenzoyl)-2,5-diazabicyclo[2.2.1]heptane-2-carboxylate